COC1=NC=CC(=C1)C=1C(N(C=2C=CC(=NC2C1N1CCC(CC1)OC1=CC=C(C=C1)OC(F)(F)F)C#N)C)=O 7-(2-Methoxypyridin-4-yl)-5-methyl-6-oxo-8-(4-(4-(trifluoromethoxy)phenoxy)piperidin-1-yl)-5,6-dihydro-1,5-naphthyridine-2-carbonitrile